melissylamide C(CCCCCCCCCCCCCCCCCCCCCCCCCCCCC)[NH-]